4-(2-fluoro-6-methoxyphenyl)-6-methylnicotinic acid FC1=C(C(=CC=C1)OC)C1=CC(=NC=C1C(=O)O)C